(4-fluorophenyl)-boronic acid FC1=CC=C(C=C1)B(O)O